FC1=CC=C(C=C1)CSC1=C(C(=NN1C(C1=C(C=CC=C1)OC)=O)C1CN(C(CC1C(F)(F)F)=O)C(CN1CCOCC1)=O)C#N 5-{[(4-fluorophenyl)methyl]sulfanyl}-1-(2-methoxybenzoyl)-3-{1-[2-(morpholin-4-yl)acetyl]-6-oxo-4-(trifluoromethyl)piperidin-3-yl}-1H-pyrazole-4-carbonitrile